COC1=CC=C(C=N1)C1=C(N(C=2N=CN=C(C21)N)C)C2=CCC1(CCNC(C1)C)CC2 5-(6-methoxypyridin-3-yl)-7-methyl-6-(2-methyl-3-azaspiro[5.5]undec-8-en-9-yl)-7H-pyrrolo[2,3-d]pyrimidin-4-amine